BrC(C(=O)OC)C1=C(C(=CC(=C1)CC1=CN=C(O1)[Si](C(C)C)(C(C)C)C(C)C)F)OC methyl 2-bromo-2-(3-fluoro-2-methoxy-5-((2-(triisopropylsilyl)oxazol-5-yl)methyl)phenyl)acetate